C[C@]12[C@]3(CCCC(\C=C/C=C([C@@H]3C(C=C2[C@H]2C[C@@](CC[C@]2(CC1)C)(C(=O)O)C)=O)C)(C)C)C (1R,2S,7Z,11S,15S,17R,20R)-1,2,6,6,10,17,20-heptamethyl-12-oxotetracyclo[12.8.0.015,20.02,11]docosa-7,9,13-triene-17-carboxylic acid